N1N=NN=[C-]1 1H-tetrazolide